(S)-4-ethyl-8-fluoro-4-hydroxy-11-((3S,4S)-4-hydroxypyrrolidin-3-yl)-1,12-dihydro-14H-pyrano[3',4':6,7]indolizino[2,1-b]quinoline-3,6,14(4H,11H)-trione C(C)[C@]1(C(OCC=2C(N3CC=4N(C5=CC=C(C=C5C(C4C3=CC21)=O)F)[C@H]2CNC[C@@H]2O)=O)=O)O